diphenyl disulfite S(=O)(OC1=CC=CC=C1)OS(=O)OC1=CC=CC=C1